2,3-dihydro-2-isobutylimidazo[2,1-B]benzothiazole C(C(C)C)C1N=C2SC3=C(N2C1)C=CC=C3